5-chloro-N-(8,9-difluoro-6-oxo-1,4,5,6-tetrahydro-2H-pyrano[3,4-c]isoquinolin-1-yl)-N-methylthiophene-3-carboxamide ClC1=CC(=CS1)C(=O)N(C)C1COCC=2NC(C=3C=C(C(=CC3C21)F)F)=O